[Si](C1=CC=CC=C1)(C1=CC=CC=C1)(C(C)(C)C)OC[C@@H]1[C@]([C@H](C(O1)S(=O)(=O)[O-])S(=O)(=O)[O-])(S(=O)(=O)[O-])C (3R,4R,5R)-5-(((tert-butyldiphenylsilyl) oxy) methyl)-4-methyltetrahydrofuran-2,3,4-trisulfonate